C(C)OC(=O)C=1N(C2=CC(=CC=C2C(C1C)=O)Br)C(C)C 7-bromo-1-isopropyl-3-methyl-4-oxo-1,4-dihydroquinoline-2-carboxylic acid ethyl ester